palladium(0) palladium [Pd].[Pd]